FC(C1=CC=C(C=N1)C1=NN=C(O1)C12CC3(CC(CC(C1)C3)C2)NC(=O)C2=NC(=NC=C2)C)(F)F 2-Methyl-pyrimidine-4-carboxylic acid {3-[5-(6-trifluoromethyl-pyridin-3-yl)-[1,3,4]oxadiazol-2-yl]-adamantan-1-yl}-amide